3-((tert-butoxycarbonyl)amino)-5-vinylpyridine-carboxylic acid ethyl ester C(C)OC(=O)C1=NC=C(C=C1NC(=O)OC(C)(C)C)C=C